[C@@H]1([C@H](O)[C@H](O)[C@H](O1)CO)N1C(N=CC=C1)=O 1-(beta-D-ribofuranosyl)pyrimidin-2(1H)-one